COC(C(N(CC1=NC=C(C=C1)C(F)(F)F)C(C)C1=NC=CC=C1)=O)=O 2-Oxo-2-((1-(pyridin-2-yl)ethyl)(5-(trifluoromethyl)pyridin-2-ylmethyl)amino)acetic acid methyl ester